FC1=C(C=C2C=CN(C(C2=C1)=O)CCC[C@@H](C#C)NC=1C=NNC(C1C(F)(F)F)=O)C1=NC=C(C=N1)C(F)(F)F 7-fluoro-2-[(4S)-4-[[6-oxo-5-(trifluoromethyl)-1H-pyridazin-4-yl]amino]hex-5-ynyl]-6-[5-(trifluoromethyl)pyrimidin-2-yl]isoquinolin-1-one